TETRAMETHYLBIPHENOL CC=1C(=C(C(=C(C1O)C=1C(=CC=CC1)O)C)C)C